FC(F)(F)C1NNC(NN1)=O (Trifluoromethyl)-1,2-dihydro-2,3,5,6-tetraazine-4(5H)-one